5-((14-(4-(5H-pyrido[4,3-b]indol-7-yl)piperidin-1-yl)-3,6,9,12-tetraoxatetradecyl)oxy)-2-(2,6-dioxopiperidin-3-yl)isoindoline-1,3-dione C1=NC=CC=2NC=3C=C(C=CC3C21)C2CCN(CC2)CCOCCOCCOCCOCCOC=2C=C1C(N(C(C1=CC2)=O)C2C(NC(CC2)=O)=O)=O